C(C)(=O)N[C@H]1[C@@H](OC(=C[C@H]1NC(=N)N)C(=O)O)[C@@H]([C@@H](CO)O)O (2R,3R,4R)-3-acetamido-4-guanidino-2-[(1R,2R)-1,2,3-trihydroxypropyl]-3,4-dihydro-2H-pyran-6-carboxylic acid